1-({5-[(4-bromo-2-chlorophenyl)amino]-4-fluoro-1-methyl-1H-benzimidazol-6-yl}carbonyl)-3-[(1S)-1-(methylamino)ethyl]azetidin-3-ol BrC1=CC(=C(C=C1)NC1=C(C2=C(N(C=N2)C)C=C1C(=O)N1CC(C1)(O)[C@H](C)NC)F)Cl